BrC1=CC=2C(=NC=CC2Br)N1S(=O)(=O)C1=CC=CC=C1 2,4-dibromo-1-(benzenesulfonyl)-1H-pyrrolo[2,3-b]pyridine